F[P-](F)(F)(F)(F)F.ClC(=[N+]1CCCC1)N1CCCC1 1-(chloro(pyrrolidin-1-yl)methylene)pyrrolidinium hexafluorophosphate